(4-hydroxybenzoyl)-1H-indole-4-sulfonohydrazide OC1=CC=C(C(=O)N2C=CC=3C(=CC=CC23)S(=O)(=O)NN)C=C1